((((9H-fluoren-9-yl)methoxy)carbonyl)amino)-3-(4-hydroxy-3-methoxyphenyl)propionic acid C1=CC=CC=2C3=CC=CC=C3C(C12)COC(=O)NC(C(=O)O)CC1=CC(=C(C=C1)O)OC